FC(C1=CC=CC(=N1)C(=O)N)(F)F 6-(trifluoromethyl)pyridineamide